OC(=COC=C(O)C1CCCCC1)C1CCCCC1 hydroxycyclohexylvinyl ether